C(C)NS(=O)(=O)NC1=CC(=NC=N1)CN1CCN(CC1)C=1C=CC(=NC1C)C(=O)NC 5-(4-((6-((N-ethylsulfamoyl)amino)pyrimidin-4-yl)methyl)piperazin-1-yl)-N,6-dimethylpicolinamide